O=C1NC(CCC1N1C(C2=CC=C(C=C2C1=O)N1CCC(CC1)NCC1=C(C=C(C=C1)NC1=NC=C(C(=N1)NC1=C(C(=O)NC)C=CC=C1)C(F)(F)F)F)=O)=O 2-((2-((4-(((1-(2-(2,6-dioxopiperidin-3-yl)-1,3-dioxoisoindolin-5-yl)piperidin-4-yl)-amino)methyl)-3-fluorophenyl)amino)-5-(trifluoromethyl)pyrimidin-4-yl)amino)-N-methyl-benzamide